FC(OC1=NC(=CC=C1NC(=O)C1(CN(C1)C(CC1(COCC1)C(=O)O)=O)C1=C(C=CC=C1)C(C)C)C)F 3-(2-(3-((2-(difluoromethoxy)-6-methylpyridin-3-yl)carbamoyl)-3-(2-isopropylphenyl)azetidin-1-yl)-2-oxoethyl)tetrahydrofuran-3-carboxylic acid